C(C)(=O)N1CCC(=CC1)C=1C=C2CN(C(C2=CC1)=O)C1C(NC(CC1)=O)=O 3-(5-(1-acetyl-1,2,3,6-tetra-hydropyridin-4-yl)-1-oxoisoindolin-2-yl)piperidine-2,6-dione